tert-butyl 4-(2-(4,4-difluorocyclohexane-1-carbonyl) hydrazine-1-carbonyl)-4-isopropylpiperidine-1-carboxylate FC1(CCC(CC1)C(=O)NNC(=O)C1(CCN(CC1)C(=O)OC(C)(C)C)C(C)C)F